FC1(CC(C1)C=1C(=C(C(=O)O)C=C(C1)C1=NN=C(N1)CC)C)F (3,3-difluorocyclobutyl)-5-(5-ethyl-4H-1,2,4-triazol-3-yl)-2-methylbenzoic acid